propionylCoA C(CC)(=O)SCCNC(CCNC([C@@H](C(COP(OP(OC[C@@H]1[C@H]([C@H]([C@@H](O1)N1C=NC=2C(N)=NC=NC12)O)OP(=O)(O)O)(=O)O)(=O)O)(C)C)O)=O)=O